C(C)(C)(C)N1CCC(CC1)S(=O)(=O)Cl tert-butyl-4-(chlorosulfonyl)piperidine